BrC1=C(C(=CC(=C1)C(C(F)(F)F)(C(F)(F)F)F)C(F)(F)F)NC(C1=C(C(=CC=C1)N(C(C1=CC=C(C=C1)F)=O)CC1CC1)F)=O N-[2-bromo-4-(1,1,1,2,3,3,3-heptafluoroprop-2-yl)-6-(trifluoromethyl)phenyl]-3-[N-(cyclopropylmethyl)-4-fluorobenzamido]-2-fluorobenzamide